L-2-hydroxypropanoic acid O[C@H](C(=O)O)C